Cl.C(C)C1=NC(=NO1)C1=CC2=C([C@@H](CO2)N)C=C1 (3S)-6-(5-ethyl-1,2,4-oxadiazol-3-yl)-2,3-dihydro-1-benzofuran-3-amine hydrochloride salt